N(=C=O)CCCCC1CC(CCC1)CCCCN=C=O 1,3-bis(4-isocyanatobut-1-yl)cyclohexane